C(CCCCC)(=O)OCC Ethyl hexanoat